NN=C(N(N)N)N.[N+](=O)([O-])C(C([N+](=O)[O-])([N+](=O)[O-])[N+](=O)[O-])C tetranitropropane triaminoguanidine salt